N1=CC=C(C=C1)CC(=O)N1CCC(CC1)N1C(NC2=C1C=CC=C2)=O 1-(1-(2-(pyridin-4-yl)acetyl)piperidin-4-yl)-1H-benzo[d]imidazol-2(3H)-one